5-(4-((4-((5-(trifluoromethyl)pyridin-2-yl)amino)piperidin-1-yl)sulfonyl)phenyl)-1H-indazol-3-amine FC(C=1C=CC(=NC1)NC1CCN(CC1)S(=O)(=O)C1=CC=C(C=C1)C=1C=C2C(=NNC2=CC1)N)(F)F